N-(5-(4-fluorophenoxy)pyridin-2-yl)propenamide FC1=CC=C(OC=2C=CC(=NC2)NC(C=C)=O)C=C1